N-{(2S,3R)-2-[([1,1'-biphenyl]-3-yl)-methyl]-4,4-difluoro-1-[(2R)-oxolane-2-carbonyl]pyrrolidin-3-yl}ethanesulfonamide C1(=CC(=CC=C1)C[C@@H]1N(CC([C@@H]1NS(=O)(=O)CC)(F)F)C(=O)[C@@H]1OCCC1)C1=CC=CC=C1